N-((1R,2R,3R)-2,3-dimethyl-3-((6-(1-methyl-1H-pyrazol-4-yl)pyrazolo[1,5-a]pyrazin-4-yl)oxy)cyclobutyl)-N-methylacrylamide C[C@@H]1[C@@H](C[C@]1(OC=1C=2N(C=C(N1)C=1C=NN(C1)C)N=CC2)C)N(C(C=C)=O)C